[Br-].C(CCCCCCC)P(CCCCCCCC)(CCCCCCCC)CCCCCCCC tetraoctyl-phosphine bromide